NC1=C(C(NC(=N1)N1CC2(C1)CC(CC2)N)=O)SC2=C(C(=CC=C2)Cl)Cl 6-amino-2-(6-amino-2-azaspiro[3.4]oct-2-yl)-5-((2,3-dichlorophenyl)thio)pyrimidin-4(3H)-one